5-(2-fluorophenyl)-1-((4-(trifluoromethoxy)phenyl)sulfonyl)-1H-pyrrole-3-carbaldehyde FC1=C(C=CC=C1)C1=CC(=CN1S(=O)(=O)C1=CC=C(C=C1)OC(F)(F)F)C=O